CC=1C=C2C(CCSC2=CC1)NC(=O)C=1C(NC(=CC1)C(F)(F)F)=O N-(6-methylthiochroman-4-yl)-2-oxo-6-(trifluoromethyl)-1,2-dihydropyridine-3-carboxamide